ClC1=C2N=CN(C2=NC=N1)[C@H]1[C@H](O[Si](C)(C)C(C)(C)C)[C@H](O[Si](C)(C)C(C)(C)C)[C@H](O1)CO[Si](C)(C)C(C)(C)C 6-chloro-9-{2,3,5-tris-O-[tert-butyl(dimethyl)silyl]-β-D-ribofuranosyl}-9H-purine